(1S)-(+)-10-camphorsulfonate [C@]12(C(=O)CC(CC1)C2(C)C)CS(=O)(=O)[O-]